The molecule is a cholesterol ester obtained by the formal condensation of cholesterol with all-cis-5,8,11,14,17-icosapentaenoic acid. It has a role as a mouse metabolite. It derives from an all-cis-5,8,11,14,17-icosapentaenoic acid. CC/C=C\\C/C=C\\C/C=C\\C/C=C\\C/C=C\\CCCC(=O)O[C@H]1CC[C@@]2([C@H]3CC[C@]4([C@H]([C@@H]3CC=C2C1)CC[C@@H]4[C@H](C)CCCC(C)C)C)C